C(C)(C)(C)OC(=O)N1CCC(=CC1)C=1C=NC(=CC1)N.NC1=CC=C(C=N1)C1CCN(CC1)C(=O)OC(C)(C)C tert-butyl 4-(6-aminopyridin-3-yl)piperidine-1-carboxylate tert-butyl-6-amino-3',6'-dihydro-[3,4'-bipyridine]-1'(2'H)-carboxylate